2-hydroxy-3-(2-morpholinoethyl)benzaldehyde OC1=C(C=O)C=CC=C1CCN1CCOCC1